OC1=CC=CC2=CC=C(C=C12)O 1,7-Dihydroxy-naphthalin